C(C)(C)(C)OC(=O)N1CCC(CC1)NC1=NC(=NC=C1C(=O)[O-])Cl ((1-(tert-butoxycarbonyl) piperidin-4-yl) amino)-2-chloropyrimidine-5-carboxylate